C(C=C)C1C(CCCC1)=O 2-allylcyclohexanone